2-[3-(dibenzothiophen-4-yl)phenyl]-imidazole Ammonium tetradecyl-L-alaninate tosylate salt S(=O)(=O)([O-])C1=CC=C(C)C=C1.C(CCCCCCCCCCCCC)N[C@@H](C)C(=O)[O-].[NH4+].C1=CC=C(C=2SC3=C(C21)C=CC=C3)C=3C=C(C=CC3)C=3NC=CN3.[NH4+]